N-((1S,2R)-2-cyclopropoxy-1-(5-((S)-2-methoxy-1-((S)-2-oxo-4-(trifluoromethyl)imidazolidin-1-yl)ethyl)benzo[d]oxazol-2-yl)propyl)-1-isopropyl-1H-pyrazole-5-carboxamide C1(CC1)O[C@@H]([C@@H](C=1OC2=C(N1)C=C(C=C2)[C@@H](COC)N2C(N[C@@H](C2)C(F)(F)F)=O)NC(=O)C2=CC=NN2C(C)C)C